FC1(CCC(CC1)N(C(OC(C)(C)C)=O)C=1SC(=CN1)CNC(=O)C1=CC2=C(N(C(N2)=O)C)C=C1)F tert-butyl (4,4-difluorocyclohexyl)(5-((1-methyl-2-oxo-2,3-dihydro-1H-benzimidazole-5-carboxamido)methyl)thiazol-2-yl)carbamate